((6-hydroxy-3'-methyl-4-pentyl-[1,1'-biphenyl]-2-yl)oxy)methyl 2-ethylbutanoate C(C)C(C(=O)OCOC1=C(C(=CC(=C1)CCCCC)O)C1=CC(=CC=C1)C)CC